C(C)(=O)OC1=C(C=C(N)C=C1CCCC)CCCC 4-acetoxy-3,5-dibutylaniline